COC1=CC2=C(C=3C=NOC31)C=C(S2)C(CCC(=O)O)=O 4-(4-methoxythieno[2',3':5,6]benzo[1,2-d]isoxazol-7-yl)-4-oxobutanoic acid